C(C1=CC=CC=C1)OC(=O)N[C@H](C(=O)O)C(C)C (S)-2-(((benzyloxy)carbonyl)amino)-3-methylbutanoic Acid